2-((5-(5-(difluoromethyl)-1,3,4-oxadiazole-2-yl)pyridine-2-yl)methyl)-6-(4-isobutylpiperazine-1-yl)-4,4-dimethylisoquinoline-1,3(2H,4H)-dione FC(C1=NN=C(O1)C=1C=CC(=NC1)CN1C(C2=CC=C(C=C2C(C1=O)(C)C)N1CCN(CC1)CC(C)C)=O)F